1-BUTYLPIPERIDINE-2-CARBALDEHYDE C(CCC)N1C(CCCC1)C=O